C(C)(C)(C)OC(=O)N1C(C=CCC1)C1=CC=CC=2N(C(N(C21)C)=O)C2C(NC(CC2)=O)=O [1-(2,6-Dioxopiperidin-3-yl)-3-methyl-2-oxo-1,3-benzodiazol-4-yl]-5,6-dihydro-2H-pyridine-1-carboxylic acid tert-butyl ester